C(=O)[NH-] (E)-formylamide